(S)-1-oxo-3-((S)-2-oxopyrrolidin-3-yl)propan O=CCC[C@@H]1C(NCC1)=O